3-tert-butyltyrosine C(C)(C)(C)C=1C=C(C[C@H](N)C(=O)O)C=CC1O